CC1(CC1)NC(O[C@H]1C[C@H](CC1)C1=NN(C(=C1)NC(CC1=NOC(=C1)C)=O)C(C)(C)C)=O (1R,3S)-3-(1-tert-butyl-5-{[(5-methyl-1,2-oxazol-3-yl)acetyl]amino}-1H-pyrazol-3-yl)cyclopentyl (1-methylcyclopropyl)carbamate